FC1=C(O[C@@H]2C[C@@]3([C@@H](CN(C3)C[C@@H](O)C3=CC4=C(NC(CCC4)=O)C=C3)C2)O)C=CC=C1 7-((S)-2-((3aS,5S,6aR)-5-(2-fluorophenoxy)-3a-hydroxyhexahydrocyclopenta[c]pyrrol-2(1H)-yl)-1-hydroxyethyl)-1,3,4,5-tetrahydro-2H-benzo[b]azepin-2-one